triethyleneglycol methyl n-hexyl ether C(CCCCC)OCCOCCOCCOC